FC(OC1=C2C=C(NC2=CC=C1)C(=O)N[C@@H](CC(C)C)C(=O)N[C@@H](C[C@H]1C(NCCC1)=O)C(=O)OC)(F)F methyl N-[4-(trifluoromethoxy)-1H-indole-2-carbonyl]-L-leucyl-3-[(3S)-2-oxopiperidin-3-yl]-L-alaninate